Allyl (S)-15-amino-19-diazo-14,18-dioxo-4,7,10-trioxa-13-azanonadecanoate N[C@H](C(NCCOCCOCCOCCC(=O)OCC=C)=O)CCC(C=[N+]=[N-])=O